1-ethyl-6-fluoro-7-piperazin-1-yl-3-cinnamoyl-quinolin-4(1H)-one C(C)N1C=C(C(C2=CC(=C(C=C12)N1CCNCC1)F)=O)C(C=CC1=CC=CC=C1)=O